C(C)OC(C[C@H](C1=CC2=C(N(N=N2)C)C(=C1)OC)C1=C2CCN(CC2=CC=C1)C(C1=CC=C(C=C1)OC(F)F)=O)=O (R)-3-[2-(4-Difluoromethoxybenzoyl)-1,2,3,4-tetrahydroisoquinolin-5-yl]-3-(7-methoxy-1-methyl-1H-benzo[d][1,2,3]triazol-5-yl)propionic acid ethyl ester